ClC1=C(C=CC=C1)N1C(N=C(C2=CC=C(C=C12)C1CC1)NC1=CC(=NC=C1)N1CCOCC1)=O 1-(2-chlorophenyl)-7-cyclopropyl-4-((2-morpholinopyridin-4-yl)amino)-quinazolin-2(1H)-one